OC(C)C=1C=C(C=2N(C1)C=CN2)C(=O)N 6-(1-hydroxyethyl)imidazo[1,2-a]pyridine-8-carboxamide